ClC=1C(=CC(=C(C1)S(=O)(=O)NC=1SC=CN1)F)NCCCCNCC1NCC(CC1)C1=CC=CC=C1 5-chloro-2-fluoro-4-[(4-{[(5-phenyl-piperidin-2-yl)-methyl]amino}butyl)amino]-N-1,3-thiazol-2-ylbenzenesulfonamide